2-amino-4-(1-(4-((tert-butyldiphenylsilyl)oxy)-3-methyltetrahydrofuran-3-yl)piperidin-4-yl)phenol NC1=C(C=CC(=C1)C1CCN(CC1)C1(COCC1O[Si](C1=CC=CC=C1)(C1=CC=CC=C1)C(C)(C)C)C)O